C(C(C)(C)C)(=O)OC1CC(C1)(C1=NC=C(C=C1F)Br)N (1r,3r)-3-amino-3-(5-bromo-3-fluoropyridin-2-yl)cyclobutyl pivalate